FCC1=NC=NC(=N1)N 6-(fluoromethyl)-1,3,5-triazin-2-amine